C(=CC)C=1C=C(C(C)(C)N=C=O)C=CC1 m-propenyl-α,α-dimethyl-benzyl isocyanate